8-(2-Fluorobenzyl)-2-((5-methylfuran-2-yl)methyl)-6-phenylimidazo[1,2-a]pyrazin-3(7H)-one FC1=C(CC2=C3N(C=C(N2)C2=CC=CC=C2)C(C(=N3)CC=3OC(=CC3)C)=O)C=CC=C1